BrC1=CC=C(C=C1)[N+](=O)[O-] 1-bromo-4-nitrobenzene